(R)-1-(4-chlorophenyl)-2-(phenylseleno)ethane-1-ol ClC1=CC=C(C=C1)[C@H](C[Se]C1=CC=CC=C1)O